FC1=C(C=CC(=C1)CNC)[S@@](=O)(N)=NC(NC1=C2CCCC2=CC=2CCCC12)=O (R)-2-fluoro-N'-((1,2,3,5,6,7-hexahydro-s-indacen-4-yl)carbamoyl)-4-((methylamino)methyl)benzenesulfonimidamide